O([C@H]1[C@H](O)[C@@H](O)[C@H](O)[C@H](O1)CO)C1[C@H](O)C(CO)(O)CO1 apiosyl-(1->2) beta-D-glucopyranoside